NC(COC1=C(CC=2C=C3C(=NNC3=CC2)NC2=NC(=NC(=C2)Cl)Cl)C=C(C=C1)F)CC 5-(2-(2-aminobutoxy)-5-fluorobenzyl)-N-(2,6-dichloropyrimidin-4-yl)-1H-indazol-3-amine